(2S)-N-[(1S)-1-Cyano-2-(3',4'-difluorobiphenyl-4-yl)ethyl]-1,4-oxazepane C(#N)[C@H](CC1=CC=C(C=C1)C1=CC(=C(C=C1)F)F)N1CCOCCC1